FC=1C=NN(C1)C1(CNC1)CNC1=CC(=NC=2N1N=C(C2)C(F)(F)F)C(F)(F)F N-((3-(4-Fluoro-1H-pyrazol-1-yl)azetidin-3-yl)methyl)-2,5-bis(trifluoromethyl)pyrazolo[1,5-a]pyrimidin-7-amine